4-(4-fluorophenyl)-2-((6-(4-(2-(3-hydroxyazetidin-1-yl)-2-oxoethyl)piperazin-1-yl)-2-methyl-1-oxo-1,2-dihydroisoquinolin-4-yl)(methyl)amino)thiazole-5-carbonitrile FC1=CC=C(C=C1)C=1N=C(SC1C#N)N(C)C1=CN(C(C2=CC=C(C=C12)N1CCN(CC1)CC(=O)N1CC(C1)O)=O)C